(2R,5R)-3-(4-aminophenylethyl)-2-(1-(4-bromophenyl)-3-(thien-3-yl)-1H-pyrazol-4-yl)-5-methyloxazolidin-4-one NC1=CC=C(C=C1)CCN1[C@H](O[C@@H](C1=O)C)C=1C(=NN(C1)C1=CC=C(C=C1)Br)C1=CSC=C1